tert-butyl ((1R,3R)-3-(5-chloro-2-cyanophenyl)cyclopentyl)carbamate ClC=1C=CC(=C(C1)[C@H]1C[C@@H](CC1)NC(OC(C)(C)C)=O)C#N